CC1CCC(C(C1)OC(C(C)O)=O)C(C)C 2-hydroxypropionic acid-5-methyl-2-isopropylcyclohexyl ester